(R)-2-(4-(4-fluoropyrazolo[1,5-a]pyridin-2-yl)-1,4,6,7-tetrahydro-5H-imidazo[4,5-c]pyridin-5-yl)-N,N,4-trimethylpyrimidine-5-carboxamide FC=1C=2N(C=CC1)N=C(C2)[C@@H]2N(CCC1=C2N=CN1)C1=NC=C(C(=N1)C)C(=O)N(C)C